O=C1NC(CCC1NC1=C(CN(CCN(C2=C(C=C(C(=C2)OC)NC2=NC=CC(=N2)C2=CN(C3=CC=CC=C23)C)NC(C=C)=O)C)C)C=CC=C1)=O N-(2-((2-((2-((2,6-dioxopiperidin-3-yl)amino)benzyl)(methyl)amino)ethyl)(methyl)amino)-4-methoxy-5-((4-(1-methyl-1H-indol-3-yl)pyrimidin-2-yl)amino)phenyl)acrylamide